C(C1=CC=CC=C1)[C@]1(N(CCC[C@H]1NC=1SC(=CN1)SCC=1OC(=CN1)C(C)(C)C)C(=O)O)C.FC(F)N[C@@H](CCCN)C(=O)O difluoromethyl-ornithine benzyl-(2R,3R)-3-((5-(((5-(tert-butyl)oxazol-2-yl)methyl)thio)thiazol-2-yl)amino)-2-methylpiperidine-1-carboxylate